(R)-N-((1H-pyrrolo[3,2-c]pyridin-2-yl)methyl)-2-(3-((1-(dibenzo[b,d]furan-2-yl)ethyl)amino)-5-methyl-2-oxopyrazin-1(2H)-yl)acetamide N1C(=CC=2C=NC=CC21)CNC(CN2C(C(=NC(=C2)C)N[C@H](C)C2=CC1=C(OC3=C1C=CC=C3)C=C2)=O)=O